CCOC(=O)CC[C@@H](C(=O)OCC)N=C=O diethyl (S)-(-)-2-isocyanatoglutarate